OC=1C=C(C=CC1O)[N+](CCCCS(=O)(=O)O)(C)C (3,4-dihydroxyphenyl)(dimethyl)(4-sulfobutyl)ammonium